2-(2-(methylsulfonyl)pyrimidin-5-yl)thiazole-4-carboxylic acid CS(=O)(=O)C1=NC=C(C=N1)C=1SC=C(N1)C(=O)O